NCCCC(C(O)(O)O)CCCC 3-aminopropyl-hexanetriol